COC=1C=C(C=CC1C)C1=CC(=CC=C1)O 3'-methoxy-4'-methyl-[1,1'-biphenyl]-3-ol